CC(CN(CC(C)O)CCCCCCCC)O N,N-bis(2-methyl-2-hydroxyethyl)octylamine